4-(2-Furyl)-3-buten-2-one O1C(=CC=C1)C=CC(C)=O